FC(C1(CC1)C#CC1=CC=CC2=C1COCCN2C2=NC=1N(C3=CC=CC(=C23)F)C(=NN1)C)F 6-[2-[1-(Difluoromethyl)cyclopropyl]ethynyl]-1-(6-fluoro-1-methyl-[1,2,4]triazolo[4,3-a]quinazolin-5-yl)-3,5-dihydro-2H-4,1-benzoxazepine